2-(4-(2-(Pyridin-2-yldisulfaneyl)ethyl)piperazin-1-yl)ethyl 4-(bis(2-((tert-butyldimethylsilyl)oxy)decyl)amino)butanoate [Si](C)(C)(C(C)(C)C)OC(CN(CCCC(=O)OCCN1CCN(CC1)CCSSC1=NC=CC=C1)CC(CCCCCCCC)O[Si](C)(C)C(C)(C)C)CCCCCCCC